COC(C1=CC=C2C3(CC(N(C2=N1)C(=O)OCC1=CC=CC=C1)C3)NC(=O)C=3C=NN(C3)C)OC benzyl 7-(dimethoxymethyl)-4-(1-methyl-1H-pyrazole-4-carboxamido)-3,4-dihydro-2,4-methylene-1,8-naphthyridine-1(2H)-carboxylate